O=C1NC(CCC1N1C(C2=CC=CC(=C2C1=O)NCCOC(C(=O)O)C)=O)=O (2-((2-(2,6-Dioxopiperidin-3-yl)-1,3-Dioxoisoindolin-4-yl)amino)ethoxy)propionic acid